C(C=1C(C(=O)[O-])=CC(C(=O)[O-])=CC1)(=O)[O-].C(#N)C(C)[N+]1=C(NC=C1)C1=CC=CC=C1.C(#N)C(C)[N+]1=C(NC=C1)C1=CC=CC=C1.C(#N)C(C)[N+]1=C(NC=C1)C1=CC=CC=C1 1-cyanoethyl-2-phenylimidazolium trimellitic acid salt